FC=1C(=NC(=CC1)C(=O)OC)COC[C@H]1CN(CCN1)C(=O)OC(C)(C)C |r| tert-Butyl (±)-3-(((3-fluoro-6-(methoxycarbonyl)pyridin-2-yl)methoxy)methyl)piperazine-1-carboxylate